3-(dimethylamino)-1-propylmercaptan CN(CCCS)C